1-di(isopropyl)phosphinoyl-octane C(C)(C)P(=O)(CCCCCCCC)C(C)C